FC1=C(C=C(C=C1)[N+](=O)[O-])N1CCOCC1 4-(2-fluoro-5-nitrophenyl)morpholine